2-(4'-tert-butylphenyl)-ethanol C(C)(C)(C)C1=CC=C(C=C1)CCO